FC(C=1C=CC(=NC1)C=C1CCC2(CN(C2)C(=O)OC(C)(C)C)CC1)(F)F Tert-Butyl 7-[[5-(trifluoromethyl)-2-pyridyl]methylene]-2-azaspiro[3.5]nonane-2-carboxylate